BrC1=CC=2N=C(NC(C2N=C1)=O)CO 7-bromo-2-(hydroxymethyl)pyrido[3,2-d]pyrimidin-4(3H)-one